3-azabicyclo[3.1.0]hexane-6-carboxamide succinate C(CCC(=O)O)(=O)O.C12CNCC2C1C(=O)N